BrC=1C=NC=C(C1[C@@H](CCC=C)N[S@@](=O)C(C)(C)C)F (S)-N-((R)-1-(3-bromo-5-fluoropyridin-4-yl)pent-4-en-1-yl)-2-methylpropan-2-sulfinamide